N[C@@H](C(C)C)C(=O)OC[C@H]1O[C@H]([C@]([C@@H]1O)(C)F)N1C2=NC(=NC(=C2N=C1)NC)N ((2R,3R,4R,5R)-5-(2-amino-6-(methylamino)-9H-purin-9-yl)-4-fluoro-3-hydroxy-4-methyltetrahydrofuran-2-yl)methyl L-valinate